[N].CCCCCCCCCCCC.CCCCCCCCCCCC.CCCCCCCCCCCC.CCCCCCCCCCCC tetradodecane nitrogen